(1S,9S,10S)-4-(1,1-dideuterio-2,2-difluoroethoxy)-17-(trideuteriomethyl)-17-azatetracyclo[7.5.3.01,10.02,7]-heptadeca-2,4,6-triene [2H]C(C(F)F)(OC=1C=C2[C@@]34[C@@H]([C@H](CC2=CC1)N(CC4)C([2H])([2H])[2H])CCCC3)[2H]